4-((6-methoxy-1-methyl-2-(2-methyl-3'-(3-morpholinopropoxy)-[1,1'-biphenyl]-3-yl)-1H-benzo[d]imidazol-5-yl)methyl)morpholine-3-acetic acid COC=1C(=CC2=C(N(C(=N2)C=2C(=C(C=CC2)C2=CC(=CC=C2)OCCCN2CCOCC2)C)C)C1)CN1C(COCC1)CC(=O)O